Trans-4-(2-(3,4-difluorophenyl)-6-(benzenesulfonyl)imidazo[4,5-d]pyrrolo[2,3-b]pyridine-1(6H)-yl)cyclohexanecarbonitrile FC=1C=C(C=CC1F)C1=NC=2C(=C3C(=NC2)N(C=C3)S(=O)(=O)C3=CC=CC=C3)N1[C@@H]1CC[C@H](CC1)C#N